FC(S(=O)(=O)OC1=CC(=CC2=C1C(N1[C@@H](CO2)C[C@@H](C1)OCC1=CC=CC=C1)=O)C)(F)F (2S,11aR)-2-(Benzyloxy)-8-methyl-5-oxo-2,3,11,11a-tetrahydro-1H,5H-benzo[f]pyrrolo[2,1-c][1,4]oxazepin-6-yl trifluoromethanesulfonate